C1(CCCC2CCCCC12)(CCO)CCO decalindiethanol